N1CC(C1)C=1C=C(C=2N(C1)C(=NC2)C)C2=C(C(=O)N1[C@@H](COC[C@H]1C)C)C=C(C=C2)F (3R,5R)-4-{2-[6-(azetidin-3-yl)-3-methylimidazo[1,5-a]pyridin-8-yl]-5-fluorobenzoyl}-3,5-dimethylmorpholine